(Z)-N,N-dimethyl-2-[4-(1,2-diphenyl-1-butenyl)phenoxy]ethylamine citrate C(CC(O)(C(=O)O)CC(=O)O)(=O)O.CN(C)CCOC1=CC=C(C=C1)\C(=C(\CC)/C1=CC=CC=C1)\C1=CC=CC=C1